1-p-methoxyphenyl-2-(pyrrolidin-1-yl)ethane-1,2-dione COC1=CC=C(C=C1)C(C(=O)N1CCCC1)=O